2-(((S)-1-(((S)-1,1-bis(4-chlorophenyl)propan-2-yl)amino)-1-oxopropan-2-yl)carbamoyl)-4-methoxypyridin-3-yl isobutyrate C(C(C)C)(=O)OC=1C(=NC=CC1OC)C(N[C@H](C(=O)N[C@H](C(C1=CC=C(C=C1)Cl)C1=CC=C(C=C1)Cl)C)C)=O